CC1(COCC1)NC(OC1CCCC1)=O cyclopentyl [(3ξ)-3-methyltetrahydro-furan-3-yl]carbamate